Cl.CN(CC(=O)Cl)C 2-(dimethylamino)acetyl chloride hydrochloride